(S)-N-methyl-6-(3-(trifluoromethyl)-1H-1,2,4-triazol-1-yl)-2,3-dihydrobenzofuran-3-amine CN[C@@H]1COC2=C1C=CC(=C2)N2N=C(N=C2)C(F)(F)F